C[Si](CC(=C)C[Si](C)(C)C)(C)C trimethyl[2-[(trimethylsilyl)methyl]-2-propenyl]silane